N-[3-(2-Chloro-6-methyl-4-pyridyl)-2-(3-cyanophenyl)pyrazolo[1,5-a]pyrimidin-5-yl]-2,2-dimethyl-propanamide ClC1=NC(=CC(=C1)C=1C(=NN2C1N=C(C=C2)NC(C(C)(C)C)=O)C2=CC(=CC=C2)C#N)C